N-((1s,4s)-4-((6-amino-5-(4-phenoxyphenyl)pyrimidin-4-yl)amino)cyclohexyl)acrylamide C=CC(=O)NC1CCC(CC1)NC2=NC=NC(=C2C3=CC=C(C=C3)OC4=CC=CC=C4)N